C1(=CC=CC=C1)N(C1=CC=CC=C1)C1=CC=C(C=O)C=C1 4-(N,N-diphenyl-amino)benzaldehyde